2-((1S,3R)-2-(bicyclo[1.1.1]pentan-1-yl)-3-methyl-2,3,4,9-tetrahydro-1H-pyrido[3,4-b]indol-1-yl)-N-(1-(3-fluoropropyl)azetidin-3-yl)pyrimidin-5-amine C12(CC(C1)C2)N2[C@@H](C=1NC3=CC=CC=C3C1C[C@H]2C)C2=NC=C(C=N2)NC2CN(C2)CCCF